(2S,3S,5S)-4-[[3-(3,4-Difluoro-2-methoxy-phenyl)-5-ethyl-5-(trifluoromethyl)tetrahydrofuran-2-carbonyl]amino]pyridin-2-carboxamid FC=1C(=C(C=CC1F)[C@H]1[C@H](O[C@@](C1)(C(F)(F)F)CC)C(=O)NC1=CC(=NC=C1)C(=O)N)OC